2-chloro-7-(2,6-difluorophenyl)-7,8-dihydro-pteridin-6(5H)-one ClC1=NC=2NC(C(NC2C=N1)=O)C1=C(C=CC=C1F)F